ClC1=NN2C(N=CC(=C2C2(CC2)COC)NC(=O)NC2=CC(=NC=C2)C#N)=C1 1-(2-chloro-7-(1-(methoxymethyl)cyclopropyl)pyrazolo[1,5-a]pyrimidin-6-yl)-3-(2-cyanopyridin-4-yl)urea